tert-butyl (1-(3-(4-(6-((2,6-dioxopiperidin-3-yl)carbamoyl)pyridin-3-yl)piperazin-1-yl)propanoyl)piperidin-4-yl)carbamate O=C1NC(CCC1NC(=O)C1=CC=C(C=N1)N1CCN(CC1)CCC(=O)N1CCC(CC1)NC(OC(C)(C)C)=O)=O